Heptenenitrile C(C=CCCCC)#N